C(C=1C(C(=O)O)=CC(C(=O)O)=CC1)(=O)O.C(C=1C(C(=O)O)=CC(C(=O)O)=CC1)(=O)O.OC1=CC=C(C=C1)C(C)(C)C1=CC=C(C=C1)O bisphenol a bis-trimellitate